SC(CCO)C 3-sulfanylbutan-1-ol